3-(1,3-dithian-2-yl)-1,4-diphenyl-1H-pyrazole S1C(SCCC1)C1=NN(C=C1C1=CC=CC=C1)C1=CC=CC=C1